CC1(COC2=C1C=C(C=C2)C2=NN=C(O2)O)C 5-(3,3-dimethyl-2,3-dihydrobenzofuran-5-yl)-1,3,4-oxadiazol-2-ol